(RS)-2-(4-isopropyl-4-methyl-5-oxo-2-imidazolin-2-yl)-5-methoxymethylpyridine-3-carboxylic acid C(C)(C)[C@]1(N=C(NC1=O)C1=NC=C(C=C1C(=O)O)COC)C |r|